[(4-Hydroxy-7-phenoxy-isoquinoline-3-carbonyl)-amino]-acetic acid OC1=C(N=CC2=CC(=CC=C12)OC1=CC=CC=C1)C(=O)NCC(=O)O